choline fluoride [F-].OCC[N+](C)(C)C